CC(C(=O)[O-])C(CC(=O)[O-])(C(=O)[O-])O The molecule is a tricarboxylic acid trianion that is the conjugate base of 2-methylcitric acid. It has a role as a human metabolite and a Saccharomyces cerevisiae metabolite. It is a conjugate base of a 2-methylcitric acid.